C(CCCCCCCC(C)C)OCCOCCOCCO triethylene glycol monoisoundecyl ether